O=C1NC[C@H]2CN(CC[C@H]21)C(=O)[O-] (3aS,7aR)-1-oxooctahydro-5H-pyrrolo[3,4-c]pyridine-5-carboxylate